C(C)C=1N(C=2N(C(C1N1CCNCC1)=O)N=C(N2)C2=CCC(CC2)OC)CC(=O)NC2=C(C=C(C=C2)C(F)(F)F)C 2-(5-ethyl-2-(4-methoxycyclohex-1-en-1-yl)-7-oxo-6-(piperazin-1-yl)-[1,2,4]triazolo[1,5-a]pyrimidin-4(7H)-yl)-N-(2-methyl-4-(trifluoromethyl)phenyl)acetamide